N1N(CC2=CC=CC=C12)CNC(=S)NC1=CC=C(C=C1)C(F)(F)F 1-((1H-indazol-2-yl)methyl)-3-(4-trifluoromethylphenyl)thiourea